FC(C(=O)NO)F 2,2-difluoro-N-hydroxyacetamid